C1(=CC=CC=C1)N1[N+](=C(N=N1)C1=CC=CC=C1)Br 2,5-diphenyl-bromotetrazolium